N-(3-(3,5-dimethylisoxazol-4-yl)-4-(2-(4-methoxypiperidin-1-yl)ethoxy)phenyl)cyclopropanecarboxamide CC1=NOC(=C1C=1C=C(C=CC1OCCN1CCC(CC1)OC)NC(=O)C1CC1)C